4-chloro-5-(4-chlorophenyl)-3-((5-((S)-1-hydroxyethyl)-1H-1,2,4-triazol-3-yl)methyl)-1-((S)-3,3,3-trifluoro-2-hydroxypropyl)-1,3-dihydro-2H-imidazol-2-one ClC=1N(C(N(C1C1=CC=C(C=C1)Cl)C[C@@H](C(F)(F)F)O)=O)CC1=NNC(=N1)[C@H](C)O